CN([P@]1(OC[C@H](S1)C1=CC=CC=C1)=S)C (2S,4R)-2-(dimethylamino)-4-phenyl-1,3,2-oxathiaphospholane 2-sulfide